1,3-disilylpropane [SiH3]CCC[SiH3]